C(CCCCCCCCCCCCCCCCC)NC1=NC(=NC(=N1)N)N stearylmelamine